FC1([C@H](CN(CC1)C1=C(C(=O)OC)C(=C(C=N1)C(F)(F)F)C)C)F methyl (S)-2-(4,4-difluoro-3-methylpiperidin-1-yl)-4-methyl-5-(trifluoromethyl)nicotinate